C1(CC1)[C@@H]1C2=C(N(C([C@@H]1NC(C1=CC(=CC=C1)C(F)(F)F)=O)=O)CC)N(N=C2CO)C2CCOCC2 |r| rac-N-((4R,5R)-4-cyclopropyl-7-ethyl-3-(hydroxymethyl)-6-oxo-1-(tetrahydro-2H-pyran-4-yl)-4,5,6,7-tetrahydro-1H-pyrazolo[3,4-b]pyridin-5-yl)-3-(trifluoromethyl)benzamide